C1(=CC=CC=C1)NCC1CC(N(C1)C(=O)[O-])C(=O)[O-] 4-((phenylamino)methyl)pyrrolidine-1,2-dicarboxylate